CC1=CC(=NN1)NC=1C2=C(N=C(N1)NC1CC3CCC(C1)N3C(=O)OC(C)(C)C)N=CC=C2 Tert-butyl (3-exo)-3-((4-((5-methyl-1H-pyrazol-3-yl) amino) pyrido[2,3-d]pyrimidin-2-yl) amino)-8-azabicyclo[3.2.1]octane-8-carboxylate